C(C)(C)(C)N(C(O)=O)[C@@H](C[C@H]1C(NCC1)=O)C(COC(C(F)F)C(F)F)=O.C(C1=CC=CC=C1)[SiH2]C(C)([SiH](C1=CC=C(C=C1)C(C)(C)C)C1=CC=C(C=C1)C(C)(C)C)C1=CC=CC=C1 1-benzylsilyl-1-(bis(4-tert-butylphenyl)silyl)ethylbenzene tert-Butyl-((S)-3-oxo-1-((S)-2-oxopyrrolidin-3-yl)-4-((1,1,3,3-tetrafluoropropan-2-yl)oxy)butan-2-yl)carbamate